3,5-dimethoxybenzyl carbamate (3,5-dimethyloxybenzoyl carbamate) COC=1C=C(C(=O)NC(O)=O)C=C(C1)OC.C(N)(OCC1=CC(=CC(=C1)OC)OC)=O